COC(C(=CC=CC=CCCCCCCCCCCC)C)=O methyl-octadecatrienoic acid methyl ester